C(C)(C)(C)OC(=O)NC1(CC1)COC1=C(C(=O)OC)C=C(C=C1)F methyl 2-((1-((t-butoxycarbonyl) amino) cyclopropyl) methoxy)-5-fluorobenzoate